tert-butyl 6-[[2-oxo-4-[1-(trifluoromethyl)cyclopropyl]-1-pyridyl]methyl]-2-azaspiro[3.3]heptane-2-carboxylate O=C1N(C=CC(=C1)C1(CC1)C(F)(F)F)CC1CC2(CN(C2)C(=O)OC(C)(C)C)C1